(2S,3R,4S,5S,6S)-2-(2-((S)-2-aminopropanamido)-5-(hydroxymethyl)phenoxy)-6-(methoxycarbonyl)tetrahydro-2H-pyran-3,4,5-triyl triacetate C(C)(=O)O[C@H]1[C@@H](O[C@@H]([C@H]([C@@H]1OC(C)=O)OC(C)=O)C(=O)OC)OC1=C(C=CC(=C1)CO)NC([C@H](C)N)=O